FC1=CC=C(CN(C(=O)NCC2=CC=C(C=C2)OCC(C)C)CC2CN(C2)C)C=C1 1-(4-Fluorobenzyl)-3-(4-isobutoxyphenylmethyl)-1-((1-methylazetidin-3-yl)methyl)urea